NC1=C2C(=NC=N1)N(N=C2C2=CC=C(C=C2)OC2=CC=CC=C2)C2CCN(CC2)CC2CN(C2)C2CCN(CC2)C(=O)OC(C)(C)C tert-butyl 4-(3-((4-(4-amino-3-(4-phenoxyphenyl)-1H-pyrazolo[3,4-d]pyrimidin-1-yl)piperidin-1-yl)methyl)azetidin-1-yl)piperidine-1-carboxylate